O=C1N(OCC1)C1(OC(CC1)=O)C(=O)[O-] 2-(3-oxo-2-isoxazolidinyl)-5-oxo-2-tetrahydrofurancarboxylate